2-((1-(2-(1-acetylpiperidin-4-yl)-6-methyl-4-oxo-4H-chromen-8-yl)ethyl)amino)benzoic acid C(C)(=O)N1CCC(CC1)C=1OC2=C(C=C(C=C2C(C1)=O)C)C(C)NC1=C(C(=O)O)C=CC=C1